C(C)[C@@]1(CC[C@@]2([C@H]3CC[C@]4(CC[C@H]([C@H]4[C@@H]3C(C[C@H]2C1)[C@H](C)CCCC(C)(C)O)C)C)C)O (3S,5S,8R,9S,10S,13R,14S,15R,17R)-3-ethyl-l-7-((R)-6-hydroxy-6-methylheptan-2-yl)-10,13,15-trimethylhexadecahydro-1H-cyclopenta[a]phenanthren-3-ol